CN1CC(C1)CS(=O)(=O)C1=CC=C(O1)C(=O)OC methyl 5-[(1-methylazetidin-3-yl)methylsulfonyl]furan-2-carboxylate